4-(1-(tert-butyloxycarbonyl)-1,2,3,6-tetrahydropyridin-4-yl)-2-nitrobenzoic acid lithium salt [Li+].C(C)(C)(C)OC(=O)N1CCC(=CC1)C1=CC(=C(C(=O)[O-])C=C1)[N+](=O)[O-]